2-(2-(methylamino)ethoxy)acetamide CNCCOCC(=O)N